m-hydroxybenzenesulfonic acid OC=1C=C(C=CC1)S(=O)(=O)O